COC([C@@H](CC=1C=C2C=NNC2=C(C1)C)NC(=O)OC(C)(C)C)=O (R)-3-(7-methyl-1H-indazol-5-yl)-2-((tert-butoxycarbonyl)amino)propanoic acid methyl ester